N-((S)-(7-((R*)-Cyclopropyl(4,4,4-trifluorobutanamido)methyl)imidazo[1,2-b]pyridazin-2-yl)(4,4-difluorocyclohexyl)methyl)-5-methyl-1-(3,3,3-trifluoropropyl)-1H-pyrazole-4-carboxamide C1(CC1)[C@H](C1=CC=2N(N=C1)C=C(N2)[C@@H](NC(=O)C=2C=NN(C2C)CCC(F)(F)F)C2CCC(CC2)(F)F)NC(CCC(F)(F)F)=O |o1:3|